NC1=NC(=NC(=C1)C)N(CCCCC1CN(CCC1)C(=O)OC(C)(C)C)CC1=CC=C(C=C1)OC tert-butyl 3-(4-((4-amino-6-methylpyrimidin-2-yl)(4-methoxybenzyl)amino)butyl)piperidine-1-carboxylate